CCCCCCCCCCCCCCCC(=O)OC[C@H](COP(=O)([O-])OCC[N+](C)(C)C)OC(=O)CCCCCCCCC/C=C\CCCCCCCCCC 1-hexadecanoyl-2-(11Z-docosenoyl)-glycero-3-phosphocholine